4-((4,4-difluoropiperidin-1-yl)methyl)-N-(3-(2,6-dioxopiperidin-3-yl)-1-methyl-1H-indazol-7-yl)benzamide FC1(CCN(CC1)CC1=CC=C(C(=O)NC=2C=CC=C3C(=NN(C23)C)C2C(NC(CC2)=O)=O)C=C1)F